[4-[4-amino-2-(N-(2-amino-1-methyl-2-oxo-ethyl)-4-fluoro-anilino)thiazole-5-carbonyl]phenoxy]-2-methyl-propanamide NC=1N=C(SC1C(=O)C1=CC=C(OC(C(=O)N)(C)C)C=C1)N(C1=CC=C(C=C1)F)C(C(=O)N)C